NC=1C=C(OC2=CC=C(C=C2)C(C(F)(F)F)(C(F)(F)F)C2=CC=C(C=C2)OC2=CC(=CC=C2)N)C=CC1 2,2-Bis(4-(3-aminophenoxy)phenyl)hexafluoropropane